FC1=CC=CC(=N1)OCC1(CC1)CN(C)C 6-fluoro-2-((1-((dimethylamino)methyl)cyclopropyl)methoxy)pyridin